5-chloro-7-(methylsulfanyl)furo[3,2-b]pyridin-3-ylboronic acid ClC1=CC(=C2C(=N1)C(=CO2)B(O)O)SC